2-Phenethyl-1,2,3,4-tetrahydrobenzo[b][1,6]naphthyridine-10-carboxylic Acid C(CC1=CC=CC=C1)N1CC=2C(=C3C(=NC2CC1)C=CC=C3)C(=O)O